ClC1=C(C(=CC=C1)NC1CCOCC1)N 3-chloro-N1-(tetrahydro-2H-pyran-4-yl)benzene-1,2-diamine